C(CCCCO)CCCO OCTANEDIOL